C(CCCCCCC\C=C/CCCCCCCC)(=O)O (Z)-9-octadecenoic acid